tert-butyl (2S,7S)-2-[(benzyloxy)methyl]-7-[(tert-butyldimethylsilyl)oxy]-1,4-oxazocane-4-carboxylate C(C1=CC=CC=C1)OC[C@H]1OC[C@H](CCN(C1)C(=O)OC(C)(C)C)O[Si](C)(C)C(C)(C)C